(R)-5-(3-((cyclopropylamino)methyl)pyrrolidin-1-yl)-N-(6-methoxy-2-methylpyrazolo[1,5-a]pyridin-5-yl)pyrazine-2-carboxamide C1(CC1)NC[C@@H]1CN(CC1)C=1N=CC(=NC1)C(=O)NC1=CC=2N(C=C1OC)N=C(C2)C